(S)-3-amino-4-(4-fluorophenyl)butanoic acid N[C@H](CC(=O)O)CC1=CC=C(C=C1)F